3-(3-(4-(cyclopent-1-en-1-ylmethyl)benzyl)isoxazol-5-yl)pyridin-2-amine C1(=CCCC1)CC1=CC=C(CC2=NOC(=C2)C=2C(=NC=CC2)N)C=C1